2-nitro-5-propylsulfanyl-benzene [N+](=O)([O-])C1=CC=C(C=C1)SCCC